2-ethoxy-N-(2-methoxynaphthalen-1-yl)-1-naphthalenamide C(C)OC1=C(C2=CC=CC=C2C=C1)C(=O)NC1=C(C=CC2=CC=CC=C12)OC